(E)-4-(4-(tert-butyl(methyl)amino)but-2-enamido)-3-cyano-N-(3-(2-ethyl-1-methyl-6-(trifluoromethyl)-1H-benzo[d]imidazol-5-yl)phenyl)benzamide C(C)(C)(C)N(C/C=C/C(=O)NC1=C(C=C(C(=O)NC2=CC(=CC=C2)C2=CC3=C(N(C(=N3)CC)C)C=C2C(F)(F)F)C=C1)C#N)C